C1(=CC(=CC2=CC=CC=C12)C1=CC=C(C=C1)NC1=CC=CC=C1)C1=CC2=CC=CC=C2C=C1 (4-[1,2']binaphthyl-3-yl-phenyl)-phenyl-amine